BrC1=CC=C(C=C1)N1C(CN(CC1)C1=NNC2=CN=C(C=C21)C2=C(C=CC=C2OC)F)=O 1-(4-Bromophenyl)-4-(5-(2-fluoro-6-methoxyphenyl)-1H-pyrazolo[3,4-c]pyridin-3-yl)piperazin-2-one